FC=1C=C(C=CC(=O)O)C=CC1F 3,4-difluoro-cinnamic acid